OC1(CCC(CC1)COC1=C(C=C(C=C1)S(=O)(=O)NC(=O)C1=CC=C(C=C1)C=1CCCCC1)[N+](=O)[O-])C N-((4-((4-hydroxy-4-methylcyclohexyl)methoxy)-3-nitrophenyl)sulfonyl)-2',3',4',5'-tetrahydro-[1,1'-biphenyl]-4-carboxamide